(R)-5-((3S,5R,8R,9S,10S,13R,14R,17R)-3-acetoxy-7-fluoro-10,13-dimethyl-2,3,4,5,6,9,10,11,12,13,14,15,16,17-tetradecahydro-1H-cyclopenta[a]phenanthrene-17-yl)hexanoic acid methyl ester COC(CCC[C@@H](C)[C@H]1CC[C@H]2C3=C(C[C@H]4C[C@H](CC[C@@]4([C@@H]3CC[C@]12C)C)OC(C)=O)F)=O